tert-butyl (3S,4R)-4-[4-amino-3-(4-phenoxyphenyl)pyrazolo[3,4-d]pyrimidin-1-yl]-3-fluoro-piperidine-1-carboxylate NC1=C2C(=NC=N1)N(N=C2C2=CC=C(C=C2)OC2=CC=CC=C2)[C@H]2[C@H](CN(CC2)C(=O)OC(C)(C)C)F